ClC1=C(C=CC(=C1)Cl)C=1C=CC(=NC1)C1CN(C1)C(=O)N1CC2(C1)CC(C2)C=2C=NC(=CC2)C(F)(F)F [3-[5-(2,4-dichlorophenyl)-2-pyridinyl]azetidin-1-yl]-[6-[6-(trifluoromethyl)-3-pyridinyl]-2-azaspiro[3.3]heptan-2-yl]methanone